(+-)-4-Caprolactone C1(CC[C@@H](CC)O1)=O |r|